benzyl (2-(2-methoxyethyl)-1,2,3,4-tetrahydroisoquinolin-6-yl)carbamate COCCN1CC2=CC=C(C=C2CC1)NC(OCC1=CC=CC=C1)=O